Chloro-5,6-dicyano-1,4-benzoquinone ClC=1C(C(=C(C(C1)=O)C#N)C#N)=O